(S)-methyl 2-(N-((2'-cyano-5'-(pyridin-2-yl)-[1,1'-biphenyl]-4-yl)methyl)pentanamido)-3-methylbutanoate C(#N)C1=C(C=C(C=C1)C1=NC=CC=C1)C1=CC=C(C=C1)CN(C(CCCC)=O)[C@H](C(=O)OC)C(C)C